E-heptenal C(\C=C\CCCC)=O